FC1=CC=C(C=C1)C1=NN2C(CN([C@@H](C2)C)C(=O)OC(C)(C)C)=C1C1=C2C(=NC=C1)N(C=C2C)COCC[Si](C)(C)C tert-butyl (6R)-2-(4-fluorophenyl)-6-methyl-3-(3-methyl-1-{[2-(trimethylsilyl)ethoxy]methyl}-1H-pyrrolo[2,3-b]pyridin-4-yl)-6,7-dihydropyrazolo[1,5-a]pyrazine-5(4H)-carboxylate